NC1=NNC2=C1C(=NC=C2C2=NN(C=C2)CC(=O)NC)C2=CC=C(CNC(C1=C(C=CC(=C1)F)OC)=O)C=C2 N-(4-(3-amino-7-(1-(2-(methylamino)-2-oxoethyl)-1H-pyrazol-3-yl)-1H-pyrazolo[4,3-c]pyridin-4-yl)benzyl)-5-fluoro-2-methoxybenzamide